C(C)C(C(=O)OCCOCCOCCOC(C(CCCC)CC)=O)CCCC triethylene glycol di(2-ethyl hexanoate)